COC(=O)C1=NNC(=N1)Br 5-bromo-1H-1,2,4-triazole-3-carboxylic acid methyl ester